3-(1-(1-(4'-(trifluoromethyl)-[1,1'-biphenyl]-4-yl)butyl)-1H-indazole-5-carboxamido)propionic acid ethyl ester C(C)OC(CCNC(=O)C=1C=C2C=NN(C2=CC1)C(CCC)C1=CC=C(C=C1)C1=CC=C(C=C1)C(F)(F)F)=O